FC(C1=NN=C(O1)C=1C=CC(=NC1)CN1C(N(C2=C1C=CC(=C2)F)C2CCN(CC2)C)=O)F 1-((5-(5-(difluoromethyl)-1,3,4-oxadiazole-2-yl)pyridine-2-yl)methyl)-5-fluoro-3-(1-methylpiperidine-4-yl)-1,3-dihydro-2H-benzo[d]imidazole-2-one